FC=1C=C2C(=NC=3N(C2=CC1C=C)C=NN3)N(C)C3=CC(=CC=C3)F 7-fluoro-N-(3-fluorophenyl)-N-methyl-8-vinyl-[1,2,4]triazolo[4,3-a]quinazolin-5-amine